N-[(3S,4S)-1-(3-cyanocyclopentyl)-3-methyl-4-piperidyl]-6-{3-[4-(N-methylcarbamoyl)-2-anisidino]-1-propynyl}-1-(2,2,2-trifluoroethyl)-1H-1,3-benzimidazole-4-carboxamide C(#N)C1CC(CC1)N1C[C@@H]([C@H](CC1)NC(=O)C1=CC(=CC=2N(C=NC21)CC(F)(F)F)C#CCNC=2C(OC)=CC=C(C2)C(NC)=O)C